CC(N)(CC#C)C(=O)O alpha-methyl-propargylglycine